1-(Dibenzylamino)-2-[5-fluoro-6-(4-fluorophenyl)-4-(2-hydroxypropan-2-yl)pyridin-2-yl]-3-methylbutan-2-ol C(C1=CC=CC=C1)N(CC(C(C)C)(O)C1=NC(=C(C(=C1)C(C)(C)O)F)C1=CC=C(C=C1)F)CC1=CC=CC=C1